C(C)OC(=O)C1=CC2=C(N=C(S2)N2CCC(CC2)NC(C2=C(C=CC=C2F)F)=O)C=C1 2-[4-(2,6-difluorobenzamido)piperidyl]Benzothiazole-6-carboxylic acid ethyl ester